methyl 2-((1r,4r)-4-(2-hydroxyethyl)cyclohexyl)-2H-indazole-6-carboxylate OCCC1CCC(CC1)N1N=C2C=C(C=CC2=C1)C(=O)OC